N-hexyl-pyridine iodine [I].C(CCCCC)N1CC=CC=C1